6-(3-isoquinolyl)spiro[chromane-2,4'-piperidine] TFA salt OC(=O)C(F)(F)F.C1=NC(=CC2=CC=CC=C12)C=1C=C2CCC3(CCNCC3)OC2=CC1